N-(5-(N-oxetan-3-ylsulfamoyl)naphthalen-1-yl)acetamide O1CC(C1)NS(=O)(=O)C1=C2C=CC=C(C2=CC=C1)NC(C)=O